4-bromo-2,3,6-trifluorophenol BrC1=C(C(=C(C(=C1)F)O)F)F